C(C)(C)(C)OC(=O)N1CC(CC1)NCC1CC1 3-((cyclopropylmethyl)amino)pyrrolidine-1-carboxylic acid tert-butyl ester